3-phenylpiperidin-2-one C1(=CC=CC=C1)C1C(NCCC1)=O